C(C1=CC=CC=C1)ON1C(C=CC=C1CN1CCNCCN(CCNCC1)CC=1N(C(C=CC1)=O)OCC1=CC=CC=C1)=O 1-(Benzyloxy)-6-[(7-{[1-(benzyloxy)-6-oxo-1,6-dihydropyridin-2-yl]methyl}-1,4,7,10-tetraazacyclododecan-1-yl)methyl]-1,2-dihydropyridin-2-one